CC1=CC=CC(=N1)C1=C(N=CN1)C=1C=C2C=C(C=NC2=CC1)C=1C=C(C=CC1)NC1CCNCC1 N-[3-[6-[5-(6-methyl-2-pyridyl)-1H-imidazol-4-yl]-3-quinolyl]phenyl]piperidin-4-amine